2-amino-N-((2S)-3-butyn-2-yl)-3-methyl-N-((5-(trifluoromethyl)-2-pyridinyl)methyl)-6-quinolinecarboxamide NC1=NC2=CC=C(C=C2C=C1C)C(=O)N(CC1=NC=C(C=C1)C(F)(F)F)[C@@H](C)C#C